(E)-octanoic acid 3,7-dimethyl-2,6-octadienyl ester CC(=CCOC(CCCCCCC)=O)CCC=C(C)C